C(C1=CC=CC=C1)OC1=NC(=NC=C1)CNC(OCCCC)=O butyl ((4-(benzyloxy)pyrimidin-2-yl)methyl)carbamate